BrC1=NC(=CC(=C1)C(CN(C(OC(C)(C)C)=O)CC(C(F)(F)F)O)O)Cl tert-butyl (2-(2-bromo-6-chloropyridin-4-yl)-2-hydroxyethyl)(3,3,3-trifluoro-2-hydroxypropyl)carbamate